FC1=C(C(=CC(=C1)OC)F)C1=C(C(N(N1C)C1=NC(=CC=C1C(F)(F)F)NC[C@H](C)O)=O)NC(C1=CC=C(C=C1)OC(F)F)=O N-[5-(2,6-difluoro-4-methoxyphenyl)-2-(6-{[(2S)-2-hydroxypropyl]amino}-3-(trifluoromethyl)pyridin-2-yl)-1-methyl-3-oxo-2,3-dihydro-1H-pyrazol-4-yl]-4-(difluoromethoxy)benzamide